ClC=1N=C(C2=C(N1)C(=CS2)NS(=O)(=O)C)N2[C@@H](COCC2)C (R)-N-(2-chloro-4-(3-methylmorpholinyl)thieno[3,2-d]Pyrimidin-7-yl)methanesulfonamide